chloro-2-[1-fluoro-2-methoxy-1-[2-nitro-4-(trifluoromethyl)phenyl]-2-oxo-ethyl]benzoic acid methyl ester COC(C1=C(C(=CC=C1)Cl)C(C(=O)OC)(C1=C(C=C(C=C1)C(F)(F)F)[N+](=O)[O-])F)=O